Diethyl [(5-phenyl-1,2-oxazol-3-yl)methyl]phosphonate C1(=CC=CC=C1)C1=CC(=NO1)CP(OCC)(OCC)=O